(1S,3R)-3-(3-{[(3,5-difluorophenyl)acetyl]amino}-1H-pyrazol-5-yl)cyclopentyl [(2S)-tetrahydrofuran-2-ylmethyl]carbamate O1[C@@H](CCC1)CNC(O[C@@H]1C[C@@H](CC1)C1=CC(=NN1)NC(CC1=CC(=CC(=C1)F)F)=O)=O